C(C(C)C)NC(N)=O 3-isobutyl-urea